C(C)(C)(C)OC(=O)N1[C@@H](CCC1)C=1C=C(C=C2CCN(CC12)C(=O)C1=NC(=NC(=C1)C)C)C=1C=C2C(=NC1)NC=C2C (S)-2-(2-(2,6-dimethylpyrimidine-4-carbonyl)-6-(3-methyl-1H-pyrrolo[2,3-b]pyridine-5-yl)-1,2,3,4-tetrahydroisoquinolin-8-yl)pyrrolidine-1-carboxylic acid tert-butyl ester